O=C1CC[C@H]2N1CCN(C2)C(=O)OC(C)(C)C tert-butyl (R)-6-oxohexahydropyrrolo[1,2-a]pyrazine-2(1H)-carboxylate